N[C@H]1C2N(CC1CC2)C(=O)C2=CC1=C(N(C(=N1)C=1N(C3=CC(=CC=C3C1)C=1C(=CC(=C(C1)S(=O)(=O)N)F)F)CC1CC1)C)C(=C2)OC 5-(2-{5-[(7R)-7-amino-2-azabicyclo[2.2.1]heptane-2-carbonyl]-7-methoxy-1-methyl-1H-1,3-benzodiazol-2-yl}-1-(cyclopropylmethyl)-1H-indol-6-yl)-2,4-difluorobenzene-1-sulfonamide